(2-hydroxyethyl)-L-glutamine OCCN[C@@H](CCC(N)=O)C(=O)O